2-(methylamino)succinic acid CNC(C(=O)O)CC(=O)O